(S)-4-(5-chlorothien-2-yl)-2-(4-(methoxycarbonyl)phenyl)pyridinecarboxylic acid benzyl ester C(C1=CC=CC=C1)OC(=O)[C@@]1(NC=CC(=C1)C=1SC(=CC1)Cl)C1=CC=C(C=C1)C(=O)OC